N-[4-(4-amino-7-ethylpyrrolo[2,1-f][1,2,4]triazin-5-yl)phenyl]-1-[(1R)-2-hydroxy-1-methylethyl]-2-oxo-1,2-dihydropyridine-3-carboxamide NC1=NC=NN2C1=C(C=C2CC)C2=CC=C(C=C2)NC(=O)C=2C(N(C=CC2)[C@@H](CO)C)=O